ClC=1C(=C(C(=CC1)N1N=NN=C1)C=CC(=O)C(C(=O)NC1=CC=C(C(=O)O)C=C1)C1=CC=CC=C1)F 4-(2-(3-(3-chloro-2-fluoro-6-(1H-tetrazol-1-yl)phenyl)acryloyl)-2-phenylacetamido)benzoic acid